3,5-difluoro-4-(9-carbazolyl)benzaldehyde FC=1C=C(C=O)C=C(C1N1C2=CC=CC=C2C=2C=CC=CC12)F